FC1(CC(CC1)C1=NOC(=N1)N1CC2=C(CC1)N=C(S2)NC(=O)NCC(C)(C)O)F N-{5-[3-(3,3-difluorocyclopentyl)-1,2,4-oxadiazol-5-yl]-4,5,6,7-tetrahydro[1,3]thiazolo[5,4-c]pyridin-2-yl}-N'-(2-hydroxy-2-methylpropyl)urea